OC[C@H]1N(C[C@@H]([C@H]([C@@H]1O)O)O)C[C@@H]1CN(CC1)C1=C(C=CC=C1)OC(F)(F)F (2R,3R,4R,5S)-2-(hydroxymethyl)-1-(((R)-1-(2-(trifluoromethoxy)phenyl)pyrrolidin-3-yl)methyl)piperidine-3,4,5-triol